NC1(C(=CC=CC1)C1=CC=CC=C1)[Pd] (2-amino-1,1-biphenyl-2-yl)Palladium